C(CCN(CC(=O)[O-])CC(=O)[O-])N(CC(=O)[O-])CC(=O)[O-] 1,3-propylenediaminetetraacetate